N-(7-Bromo-1,2,3,4-tetrahydronaphthalen-1-yl)pyrido[3,2-d]pyrimidin-4-amine BrC1=CC=C2CCCC(C2=C1)NC=1C2=C(N=CN1)C=CC=N2